C(C)(=O)OC(C(=O)NC1=CC(=C(C=C1)B1OC(C(O1)(C)C)(C)C)OC)C1=CC(=CC=C1)F 1-(3-fluorophenyl)-2-((3-methoxy-4-(4,4,5,5-tetramethyl-1,3,2-dioxaborolan-2-yl)phenyl)amino)-2-oxoethyl acetate